NC1=CC=C(C=C1)SC1=CC=C(C=C1)N 4-Aminophenylsulfide